N-[(2-chlorophenyl)methyl]-1-[3-(difluoromethoxy)phenyl]-5-oxopyrrolidine-3-carboxamide ClC1=C(C=CC=C1)CNC(=O)C1CN(C(C1)=O)C1=CC(=CC=C1)OC(F)F